2-ethyl-5H,6H,7H,8H-imidazo[1,2-a]pyridine-3-carboxylic acid C(C)C=1N=C2N(CCCC2)C1C(=O)O